5-(4-(2-phenylimidazo[1,2-b]pyridazine-3-carbonyl)piperazin-1-yl)-N-(pyridin-3-ylmethyl)pyrazine-2-carboxamide C1(=CC=CC=C1)C=1N=C2N(N=CC=C2)C1C(=O)N1CCN(CC1)C=1N=CC(=NC1)C(=O)NCC=1C=NC=CC1